1-(4-chloro-2-(4-chlorophenoxy)phenyl)ethane ClC1=CC(=C(C=C1)CC)OC1=CC=C(C=C1)Cl